(S)-3-(5-((7-((4-fluorobicyclo[2.2.2]octan-1-yl)amino)heptyl)oxy)-2-methyl-4-oxoquinazolin-3(4H)-yl)piperidine-2,6-dione FC12CCC(CC1)(CC2)NCCCCCCCOC2=C1C(N(C(=NC1=CC=C2)C)[C@@H]2C(NC(CC2)=O)=O)=O